1-Methyl-3-nitro-indazole CN1N=C(C2=CC=CC=C12)[N+](=O)[O-]